[2-[5-[[1-[2-(aminomethyl)-3,3-difluoro-allyl]-5-oxo-1,2,4-triazol-4-yl]methyl]-2-thienyl]ethynyl]-3,4-dihydro-1H-quinolin-2-one trifluoroacetate FC(C(=O)O)(F)F.NCC(CN1N=CN(C1=O)CC1=CC=C(S1)C#CN1C(CCC2=CC=CC=C12)=O)=C(F)F